N1CCCC12CCC(CC2)C2CC21NCCC(C1)C(=O)N (1-azaspiro[4.5]decan-8-yl)-4-azaspiro[2.5]octane-7-carboxamide